Cl.NC\C=C(\CN1N=NC2=C1C=C(C=C2C2=C(C=CC(=C2)S(NC)(=O)=O)OC)C(=O)NC)/F (Z)-1-(4-amino-2-fluorobut-2-en-1-yl)-4-(2-methoxy-5-(N-methylsulfamoyl)phenyl)-N-methyl-1H-benzo[d][1,2,3]triazole-6-carboxamide hydrochloride